C(C)OC(=O)C=1C=C(C2=C(N(C(=N2)CC2=C(C=C(C(=C2)F)Br)F)C[C@H]2OCC2)C1)F (S)-2-(4-bromo-2,5-difluorobenzyl)-4-fluoro-1-(oxetan-2-ylmethyl)-1H-benzo[d]imidazole-6-carboxylic acid ethyl ester